C(C=C)N1N(C2=NC(=NC=C2C1=O)SC)C1=NC(=CC=C1)C(C)(CCC=C)O 2-allyl-1-(6-(2-hydroxyhex-5-en-2-yl)pyridin-2-yl)-6-(methylthio)-1,2-dihydro-3H-pyrazolo[3,4-d]pyrimidin-3-one